(R)-1-((7-Cyano-2-(3'-(7-((3-hydroxypyrrolidin-1-yl)methyl)-2-(trifluoromethyl)pyrido[3,2-d]pyrimidin-4-ylamino)-2,2'-dimethylbiphenyl-3-yl)benzo[d]oxazol-5-yl)methyl)piperidin C(#N)C1=CC(=CC=2N=C(OC21)C=2C(=C(C=CC2)C2=C(C(=CC=C2)NC=2C1=C(N=C(N2)C(F)(F)F)C=C(C=N1)CN1C[C@@H](CC1)O)C)C)CN1CCCCC1